ClC1=CC=C(C2=C1C=CO2)COC2=CC=CC(=N2)C2CCN(CC2)C(=O)OC(C)(C)C tert-butyl 4-(6-((4-chlorobenzofuran-7-yl)methoxy)pyridin-2-yl)piperidine-1-carboxylate